N-(t-butoxycarbonyl)glycine C(C)(C)(C)OC(=O)NCC(=O)O